tert-Butyl 4-(7-bromo-6-chloro-3-cyano-8-fluoro-2-(methylamino)quinolin-4-yl)piperazine-1-carboxylate BrC1=C(C=C2C(=C(C(=NC2=C1F)NC)C#N)N1CCN(CC1)C(=O)OC(C)(C)C)Cl